FC(C1=NN=C(O1)C=1C=C(C=C(C1)F)C=1N(C=CN1)CC=1C=NC=NC1)F 5-[(2-{3-[5-(difluoromethyl)-1,3,4-oxadiazol-2-yl]-5-fluorophenyl}-1H-imidazol-1-yl)methyl]pyrimidine